[N+](=O)([O-])C1=CC=C(C=C1)/N=N/C1=C(C=CC2=CC=CC=C12)O 1-[(E)-(4-Nitrophenyl)diazenyl]-2-naphthol